CC1(C(C(CC1)(CCCCC)C)=O)C 2,2,5-Trimethyl-5-pentylcyclopentan-1-on